4-(4-(pyrrolidin-1-yl)Phenyl)piperidin-1-yl-methanone N1(CCCC1)C1=CC=C(C=C1)C1CCN(CC1)C=O